The molecule is a pyrazolopyrazole that consists of 1H,7H-pyrazolo[1,2-a]pyrazole-1,7-dione bearing three methyl substituents at positions 2, 5 and 6 as well as a bromomethyl substituent at the 3-position. It has a role as a fluorochrome. It is an organobromine compound and a pyrazolopyrazole. CC1=C(N2C(=C(C(=O)N2C1=O)C)CBr)C